ClC1=CC=C(C=C1)S(=O)(=O)CCCNC(=O)[C@H]1N(C[C@@H](C1)O)C([C@H](C(C)(C)C)N1N=NC(=C1)C1CC1)=O (2S,4R)-N-[3-(4-chlorophenyl)sulfonylpropyl]-1-[(2S)-2-(4-cyclopropyltriazol-1-yl)-3,3-dimethyl-butanoyl]-4-hydroxy-pyrrolidine-2-carboxamide